3-(5-((4-(6-fluoro-1H-indazol-3-yl)piperazin-1-yl)methyl)-1-oxoisoindolin-2-yl)piperidine-2,6-dione FC1=CC=C2C(=NNC2=C1)N1CCN(CC1)CC=1C=C2CN(C(C2=CC1)=O)C1C(NC(CC1)=O)=O